4-(2-((6,6-dimethyl-2,4-dioxo-3-azabicyclo[3.1.0]hexan-3-yl)methyl)thieno[3,2-b]pyridin-7-yl)-5-((S)-3-hydroxypyrrolidine-1-carbonyl)-6-methylpicolinonitrile 2,2,2-trifluoroacetate FC(C(=O)O)(F)F.CC1(C2C(N(C(C12)=O)CC1=CC2=NC=CC(=C2S1)C1=CC(=NC(=C1C(=O)N1C[C@H](CC1)O)C)C#N)=O)C